2-(tert-butoxycarbonylaminooxy)acetic acid-2,5-dioxopyrrolidin-1-yl ester O=C1N(C(CC1)=O)OC(CONC(=O)OC(C)(C)C)=O